C(C)(C)(C)C=1N=C(C(C2=C(N1)C=CC=C2)=C(C)C)C2=CC=C(C=C2)[N+](=O)[O-] 2-(tert-butyl)-4-(4-nitrophenyl)-5-(propan-2-ylidene)-5H-benzo[d][1,3]diazepine